1-Methoxy-3-nitro-5-(3-(tri-fluoromethyl)phenoxy)benzene COC1=CC(=CC(=C1)OC1=CC(=CC=C1)C(F)(F)F)[N+](=O)[O-]